3-(6-chloro-5-(4'-fluoro-2'-hydroxy-[1,1'-biphenyl]-4-yl)-1H-indazol-3-yl)propanoic acid ClC1=C(C=C2C(=NNC2=C1)CCC(=O)O)C1=CC=C(C=C1)C1=C(C=C(C=C1)F)O